2-ethylhexyl 3-((1-methyl-1H-pyrazol-4-yl)thio)propanoate CN1N=CC(=C1)SCCC(=O)OCC(CCCC)CC